C(C)(=O)C1=NN(C=2C=C3C(=CC12)C1=C(C=CC3)N=C(N=C1)C)CC(=O)N(C)[C@H](C(=O)NC1=NC(=CC=C1C)Br)C (S)-2-(2-(11-acetyl-3-methylpyrimido[4',5':6,7]cyclohepta[1,2-f]indazol-9(7H)-yl)-N-methylacetamido)-N-(6-bromo-3-methylpyridin-2-yl)propanamide